N-(1-ethyl-propyl)-3,4-dimethyl-aniline C(C)C(CC)NC1=CC(=C(C=C1)C)C